(rac-(5S,7S)-7-fluoro-5-phenyl-6,7-dihydro-5H-pyrrolo[1,2-b][1,2,4]triazol-2-yl)-(2-thienyl)methanone F[C@H]1C[C@H](N2N=C(N=C21)C(=O)C=2SC=CC2)C2=CC=CC=C2 |r|